N-(4-{4-aminofuro[3,2-c]pyridin-3-yl}-2-[(4-fluorophenyl)methoxy]phenyl)-1,1-difluoromethanesulfonamide NC1=NC=CC2=C1C(=CO2)C2=CC(=C(C=C2)NS(=O)(=O)C(F)F)OCC2=CC=C(C=C2)F